3-bromo-N,4-dimethylaniline CC1=C(C=C(C=C1)NC)Br